ClC=1C=CC(=C(C(=O)NC2=NC=NC(=C2)C(F)(F)F)C1)O 5-chloro-2-hydroxy-N-(6-trifluoromethyl-4-pyrimidinyl)-benzamide